C1(CCC=CCC1)C=1C2=C(N=C(N1)OC[C@]13CCCN3C[C@@H](C1)O)C(=C(N=C2)C2=CC(=CC1=CC=C(C(=C21)C#C)F)OCOC)F (2R,7aS)-7a-(((4-(cyclohept-4-en-1-yl)-7-(8-ethynyl-7-fluoro-3-(methoxymethoxy)naphthalen-1-yl)-8-fluoropyrido[4,3-d]pyrimidin-2-yl)oxy)methyl)hexahydro-1H-pyrrolizin-2-ol